5-cyclopropyl-5-{4-[4-(3,5-dimethylpyridin-2-yl)piperazine-1-carbonyl]phenyl}imidazolidine-2,4-dione C1(CC1)C1(C(NC(N1)=O)=O)C1=CC=C(C=C1)C(=O)N1CCN(CC1)C1=NC=C(C=C1C)C